C1[C@@H]([C@H]([C@@H]([C@H]([C@@H]1[NH3+])O[C@@H]2[C@@H]([C@H]([C@@H]([C@H](O2)CO)O)O)O)O)O[C@@H]3[C@@H]([C@H]([C@@H]([C@H](O3)CO)O)O)[NH3+])[NH3+] The molecule is an organic cation obtained by protonation of the primary amino groups of 3''-deamino-3''-hydroxykanamycin C. It is an ammonium ion derivative and an organic cation. It is a conjugate base of a 3''-deamino-3''-hydroxykanamycin C.